1-(2-(benzylsulfinyl)-8-bromo-5-chloro-4-hydroxyquinolin-3-yl)ethan-1-one C(C1=CC=CC=C1)S(=O)C1=NC2=C(C=CC(=C2C(=C1C(C)=O)O)Cl)Br